ClC1=NC=C(C(=C1)C1=C(C=NC(=C1)C)C(=O)NC1=NN=C(S1)C1CCC(CC1)C(=O)OC)OC methyl (1r,4r)-4-(5-(2'-chloro-5'-methoxy-6-methyl-(4,4'-bipyridine)-3-carboxamido)-1,3,4-thiadiazol-2-yl)cyclohexane-1-carboxylate